5,8-dihydroxy-1,4-naphthoquinone OC1=C2C(C=CC(C2=C(C=C1)O)=O)=O